[K+].N[C@@H]([C@@H](C)CC)C(=O)[O-] isoleucine potassium salt